(2S)-2-[(3-ethynylcyclobutanecarbonyl)-methyl-amino]-3-methyl-butanoate C(#C)C1CC(C1)C(=O)N([C@H](C(=O)[O-])C(C)C)C